FC([C@@H](C)N1N=NC2=C1C=C(C=C2)C=2C=CN1N=C(N=C(C12)OC)N[C@@H]1[C@@H](CN(CC1)C1COC1)F)F 5-(1-((R)-1,1-difluoropropan-2-yl)-1H-benzo[d][1,2,3]triazol-6-yl)-N-((3R,4S)-3-fluoro-1-(oxetan-3-yl)piperidin-4-yl)-4-methoxypyrrolo[2,1-f][1,2,4]triazin-2-amine